Cl.ClC=1C=C(C(=C(C1)O)C=1N=NC(=CC1)N(C1CC(NC(C1)(C)C)(C)C)C)F 5-chloro-3-fluoro-2-(6-(methyl-(2,2,6,6-tetramethylpiperidin-4-yl)amino)pyridazin-3-yl)phenol hydrochloride salt